FC1=C(OC2=CC(=C(C=N2)C(=O)C2=CNC3=NC=C(C(=C32)N[C@H]3CO[C@@H](CC3)CO)OC)C)C=CC=C1 (6-(2-fluorophenoxy)-4-methylpyridin-3-yl)(4-(((3R,6S)-6-(hydroxymethyl)tetrahydro-2H-pyran-3-yl)amino)-5-methoxy-1H-pyrrolo[2,3-b]pyridin-3-yl)methanone